7-((6-((3aR,6aR)-hexahydropyrrolo[3,4-b]pyrrol-1(2H)-yl)pyrazin-2-yl)amino)-4-(1-methyl-1H-pyrrolo[2,3-b]pyridin-4-yl)-2,3-dihydro-1H-pyrrolo[3,4-c]pyridin-1-one N1([C@@H]2[C@H](CC1)CNC2)C2=CN=CC(=N2)NC=2C1=C(C(=NC2)C2=C3C(=NC=C2)N(C=C3)C)CNC1=O